ClC1=C(C=C2C(C(=CN(C2=N1)C1=C(C=C(C=C1F)F)F)C(=O)Cl)=O)F 7-chloro-6-fluoro-4-oxo-1-(2,4,6-trifluorophenyl)-1,4-dihydro-1,8-naphthyridine-3-carboxylic acid chloride